4-Methyl-4H-benzo[4,5]selenopheno[3,2-b]selenopheno[2,3-d]pyrrole CN1C2=C(C3=C1C=C[Se]3)[Se]C3=C2C=CC=C3